(2-chloro-6-fluoro-3-methoxyphenyl)hydrazine hydrochloride Cl.ClC1=C(C(=CC=C1OC)F)NN